3-(3,4-DIMETHYLPHENYL)-5-methylindolin-2-one CC=1C=C(C=CC1C)C1C(NC2=CC=C(C=C12)C)=O